malonic acid adamantane-1-yl ethyl ester C(C)OC(CC(=O)OC12CC3CC(CC(C1)C3)C2)=O